FC1=C(OCC(=O)C2=CC=C(C=C2)OC)C=CC(=C1)[N+](=O)[O-] 2-(2-Fluoro-4-nitrophenoxy)-1-(4-methoxyphenyl)ethan-1-one